OC=1C=C(C=CC1)CCC(=O)N1CCN(CC1)CC1=NC=CC=C1 3-(3-hydroxyphenyl)-1-(4-(2-pyridylmethyl)piperazinyl)-1-propanone